1,4-dioxan-2,5-dione O1C(COC(C1)=O)=O